1-[2-(2,6-dioxopiperidin-3-yl)-1,3-dioxoisoindol-5-yl]Piperidine-4-carbaldehyde O=C1NC(CCC1N1C(C2=CC=C(C=C2C1=O)N1CCC(CC1)C=O)=O)=O